BrC=1C=CC=C2C=C(C(OC12)=O)C(=O)O 8-Bromo-3-carboxycoumarin